5-({2-[(5-mercapto-1,3,4-thiadiazol-2-yl)thio]ethyl}thio)-1,3,4-thiadiazol-2-thiol SC1=NN=C(S1)SCCSC1=NN=C(S1)S